ClC1=C(C=CC=C1)N1CCN(CC1)CCC(=O)C=1C=C2CCN(C2=CC1)C(=O)N(C)C 5-(3-(4-(2-chlorophenyl)piperazin-1-yl)propionyl)-N,N-dimethylindoline-1-carboxamide